FC=1C(=NC=CC1)C(C)NCC=1C=CC=2N(C1)N=CC2 1-(3-Fluoropyridin-2-yl)-N-(pyrazolo[1,5-a]pyridin-6-ylmethyl)ethan-1-amine